Octadecylacetoacetic acid aluminum [Al].C(CCCCCCCCCCCCCCCCC)CC(CC(=O)O)=O